[Si](C)(C)(C(C)(C)C)OC[C@H]1C[C@H](C[C@@H]1O[Si](C(C)C)(C(C)C)C(C)C)NC1=CC(NC=N1)=O 6-(((1R,3R,4S)-3-(((tert-Butyldimethylsilyl)oxy)methyl)-4-((triisopropylsilyl)oxy)cyclopentyl)amino)pyrimidin-4(3H)-one